C(CC(=O)[O-])(=O)OCC ethyl malonate